di-iso-heptyl vinylphosphonate C(=C)P(OCCCCC(C)C)(OCCCCC(C)C)=O